terephthalic acid bis(β-hydroxyethyl) ester OCCOC(C1=CC=C(C(=O)OCCO)C=C1)=O